4,4',4''-trihydroxytriphenylmethane C1=CC(=CC=C1C(C2=CC=C(C=C2)O)C3=CC=C(C=C3)O)O